C(C1=CC=CC=C1)N1CC2=C(CC1)N=C(N2)C=2C(=NC=CC2C2=CC=CC=C2)N2C[C@H](CC2)F (S)-5-benzyl-2-(2-(3-fluoropyrrolidin-1-yl)-4-phenylpyridin-3-yl)-4,5,6,7-tetrahydro-3H-imidazo[4,5-c]pyridine